9-(1-isopropyl-1,2,3,6-tetrahydropyridin-4-yl)-1-methyl-N-(3-(methylsulfonyl)phenyl)-6,7-dihydro-5H-benzo[c][1,2,3]triazolo[1,5-a]azepin-7-amine 2,2,2-trifluoroacetate FC(C(=O)O)(F)F.C(C)(C)N1CCC(=CC1)C1=CC2=C(C=3N(CCC2NC2=CC(=CC=C2)S(=O)(=O)C)N=NC3C)C=C1